(1,3-cyclohexadienyl)tricarbonyl-ruthenium C1(=CC=CCC1)[Ru](=C=O)(=C=O)=C=O